2-amino-6-hydroxy-2-(2-methoxyphenyl)cyclohexane-1-one NC1(C(C(CCC1)O)=O)C1=C(C=CC=C1)OC